ethyl (R)-4-bromo-1-(1-phenylethyl)-1H-1,2,3-triazole-5-carboxylate BrC=1N=NN(C1C(=O)OCC)[C@H](C)C1=CC=CC=C1